1-(1-methoxy-propoxy)-(E,Z)-3-hexene COC(CC)OCC\C=C\CC